8-(2-(6-(difluoromethyl)imidazo[1,2-a]pyridin-3-yl)pyrimidin-4-yl)-6,6-dimethyl-2-(methylsulfonyl)-5-oxa-2,8-diazaspiro[3.5]nonane FC(C=1C=CC=2N(C1)C(=CN2)C2=NC=CC(=N2)N2CC(OC1(CN(C1)S(=O)(=O)C)C2)(C)C)F